N-(1-methylethylidene)-3-(triethoxysilyl)-1-propylamine CC(C)=NCCC[Si](OCC)(OCC)OCC